2-Benzyl-6-(4-hydroxystyryl)-8-pyridinyl-imidazo[1,2-a]pyrazin-3(7H)-one C(C1=CC=CC=C1)C1=NC=2N(C=C(NC2C2=NC=CC=C2)C=CC2=CC=C(C=C2)O)C1=O